Lithium-Titanium oxide [O-2].[Ti+4].[Li+]